C(C1=CC=CC=C1)N1CCC(CC1)(C1=CC(=CC(=C1)F)F)NS(=O)(=O)C1=CC=C(C=C1)OC(F)(F)F N-[1-benzyl-4-(3,5-difluorophenyl)-4-piperidinyl]-4-(trifluoromethoxy)benzenesulfonamide